(R)-4-ethoxy-N-(2-methyl-2H-indazol-5-yl)-2-(3-(methylamino)pyrrolidin-1-yl)pyrimidine-5-carboxamide formate C(=O)O.C(C)OC1=NC(=NC=C1C(=O)NC1=CC2=CN(N=C2C=C1)C)N1C[C@@H](CC1)NC